O1C(CCCC1)OCC12COC(CC1)(CC2)C=O 4-(((tetrahydro-2H-pyran-2-yl)oxy)methyl)-2-oxabicyclo[2.2.2]octane-1-carbaldehyde